N,N'-(5-Amino-3-iminopyridin-2,6(1H,3H)diyliden)bis[2-(piperidin-1-yl)pyrazolo[1,5-a]pyridin-3-amin] NC1=CC(C(NC1=NC=1C(=NN2C1C=CC=C2)N2CCCCC2)=NC=2C(=NN1C2C=CC=C1)N1CCCCC1)=N